(E)-N-(2-chloro-3,4,5,6-tetramethyl-phenyl)-1-[6-[(E)-N-(2-chloro-3,4,5,6-tetramethyl-phenyl)-C-methyl-carbonimidoyl]-2-pyridyl]ethanimine ClC1=C(C(=C(C(=C1C)C)C)C)/N=C(\C)/C1=NC(=CC=C1)/C(=N/C1=C(C(=C(C(=C1C)C)C)C)Cl)/C